2-(5-(3-(4,6-diphenylpyrimidin-2-yl)phenyl)pyridin-2-yl)phenol C1(=CC=CC=C1)C1=NC(=NC(=C1)C1=CC=CC=C1)C=1C=C(C=CC1)C=1C=CC(=NC1)C1=C(C=CC=C1)O